C[C@]12CC[C@H]3[C@@H](CC[C@H]4[C@H]([C@H](O[C@@H]([C@@]34OO1)O2)CC(=O)N)C)C [(1R,4S,5R,8S,9R,10R,12R,13R)-1,5,9-trimethyl-11,14,15,16-tetraoxatetracyclo[10.3.1.04,13.08,13]hexadecan-10-yl]acetamide